ClC1=C(C(=CC=C1OC1=C(C=C(C=C1)F)OC)\C=C(\C=1N=C(SC1)C1=CN=NC=C1)/F)N1C[C@@H](CCC1)CN (S,Z)-(1-(2-chloro-6-(2-fluoro-2-(2-(pyridazin-4-yl)thiazol-4-yl)vinyl)-3-(4-fluoro-2-methoxyphenoxy)phenyl)piperidin-3-yl)methanamine